2-methylpentanediol CC(C(O)O)CCC